OC=1C=C(C=CC1O)C[C@@H](C(=O)O)O (S)-(-)-3-(3,4-Dihydroxyphenyl)lactic Acid